ClC=1C=NC(=C(C(=O)NC2CCC(CC2)CN2C(N(C3=C2C=CC=C3)C=3C=C2C(=NC3)N(C(=C2)CO)C)=O)C1)C(F)F 5-chloro-2-(difluoromethyl)-N-((1r,4r)-4-((3-(2-(hydroxymethyl)-1-methyl-1H-pyrrolo[2,3-b]pyridin-5-yl)-2-oxo-2,3-dihydro-1H-benzo[d]imidazol-1-yl)methyl)cyclohexyl)nicotinamide